ClC=1C(=NC=C(C1C)Cl)C#N 3,5-dichloro-4-methylpicolinonitrile